N(=[N+]=[N-])C1CCC2=C(NC1=O)N=CC=N2 7-azido-5H,7H,8H,9H-pyrazino[2,3-b]azepin-6-one